CC(=O)C1=CC(=C(C(=C1)OC)OC(=O)C)OC The molecule is a phenyl acetate obtained by the formal condensation of the phenolic group of acetosyringone with acetic acid. It is a member of acetophenones, a dimethoxybenzene and a member of phenyl acetates. It derives from an acetosyringone.